FC1=CC=C(C=C1)N1N=C(C=C1C(F)(F)F)C(=O)N(C)OC 1-(4-Fluorophenyl)-N-methoxy-N-methyl-5-(trifluoromethyl)-1H-pyrazole-3-carboxamide